4-[[(S)-1-[3-[methyl-(2-methyloxazolo[4,5-b]pyridin-6-yl)carbamoyl]phenyl]-3-(trifluoromethyl)-4,5,6,7-tetrahydroindazol-7-yl]oxy]benzoic acid CN(C(=O)C=1C=C(C=CC1)N1N=C(C=2CCC[C@@H](C12)OC1=CC=C(C(=O)O)C=C1)C(F)(F)F)C=1C=C2C(=NC1)N=C(O2)C